CCCCCCCCCCCCCCCCCCCCCCCCCC(=O)N[C@@H](CO[C@@H]1[C@@H]([C@H]([C@H]([C@H](O1)CO)OCC2=CC(=C(C=C2)Cl)Cl)O)O)[C@@H]([C@@H](CCCCCCCCCCCCCC)O)O The molecule is a glycophytoceramide having a 4-O-(3,4-dichlorobenzyl)-alpha-D-galactosyl residue at the O-1 position and a hexacosanoyl group attached to the nitrogen. One of a series of an extensive set of 4"-O-alkylated alpha-GalCer analogues evaluated (PMID:30556652) as invariant natural killer T-cell (iNKT) antigens. It derives from an alpha-D-galactose.